3-(4-Ethylphenyl)-2,2-dimethylpropionaldehyde C(C)C1=CC=C(C=C1)CC(C=O)(C)C